BrC=1C(=NC=NC1OC([2H])([2H])[2H])C1CC1 5-bromo-4-cyclopropyl-6-(trideuteriomethoxy)pyrimidine